C(C)NC(CC1=CC2=C(C=C1)OCO2)CC 2-ethylamino-1-(3,4-methylenedioxyphenyl)butane